NC1=CC=C(OC2=C(C=C(C=C2C)C(C)(C)C2=CC(=C(C(=C2)C)OC2=CC=C(C=C2)N)C)C)C=C1 2,2-Bis[4-(4-aminophenoxy)-3,5-dimethylphenyl]propane